tert-butyl (1S,4S)-5-(7-bromo-2-chloro-6,8-difluoroquinazolin-4-yl)-2,5-diazabicyclo[2.2.2]octane-2-carboxylate BrC1=C(C=C2C(=NC(=NC2=C1F)Cl)N1[C@@H]2CN([C@H](C1)CC2)C(=O)OC(C)(C)C)F